C(C1=CC=CC=C1)OC([C@H](C(C)=O)NC(=O)OCC1=CC=CC=C1)=O (2S)-2-(benzyloxycarbonylamino)-3-oxo-butyric acid benzyl ester